4-cyclohexyl-6-(2,2-difluoroethoxy)-2-(2-methyl-2H-indazol-5-yl)pyrido[3,2-c]pyridazin-3(2H)-one C1(CCCCC1)C1=C2C(=NN(C1=O)C1=CC3=CN(N=C3C=C1)C)C=CC(=N2)OCC(F)F